C1(CCCCC1)N1C=[N+](C=C1)C1=C(C=CC=C1C(C)C)C(C)C 1-cyclohexyl-3-(2,6-diisopropylphenyl)imidazolium